O1C=2C3=C(C1)C=CC(=C3C=CC2)N2N=CC(=C2C(F)(F)F)C(=O)NC2=CC(=NC=C2)C(F)(F)F 1-(2H-naphtho[1,8-bc]furan-5-yl)-5-trifluoromethyl-N-(2-trifluoromethylpyridin-4-yl)-1H-pyrazole-4-carboxamide